FC=1C=C(OC2C[C@@H]3[C@@H](CN(C3)CC(O)C3=CC=C(C=C3)O)C2)C=CC1F rac-4-(2-((3aR,5r,6aS)-5-(3,4-difluorophenoxy)hexahydrocyclopenta[c]pyrrol-2(1H)-yl)-1-hydroxyethyl)phenol